FC1=CC=C(NC(C(=O)OCC)=O)C=C1 ethyl 4-fluorooxanilate